(6-octanamido-caproyl)oxybenzene-sulfonate C(CCCCCCC)(=O)NCCCCCC(=O)OC1=C(C=CC=C1)S(=O)(=O)[O-]